2-((4-(2-(5-chloropyridin-2-yl)-2-methylbenzo[d][1,3]dioxolan-4-yl)piperidin-1-yl)methyl)-4-hydroxy-1-(((S)-oxetan-2-yl)methyl)-1H-benzo[d]imidazole-6-carboxylic acid ClC=1C=CC(=NC1)C1(OC2=C(O1)C=CC=C2C2CCN(CC2)CC2=NC1=C(N2C[C@H]2OCC2)C=C(C=C1O)C(=O)O)C